COC=1C=C(C=CC1OC)C1=C(NC2=CN=C(C=C21)C2CCN(CC2)C2CCN(CC2)C(=O)C2=CC=CC=C2)C (4-(3-(3,4-dimethoxyphenyl)-2-methyl-1H-pyrrolo[2,3-c]pyridin-5-yl)-[1,4'-bipiperidin]-1'-yl)(phenyl)methanone